7-(2-(5-cyclopropyl-3-(4-(trifluoromethyl)pyridin-3-yl)isoxazol-4-yl)-7-azaspiro[3.5]non-1-en-7-yl)cinnoline-3-carboxylic acid C1(CC1)C1=C(C(=NO1)C=1C=NC=CC1C(F)(F)F)C1=CC2(C1)CCN(CC2)C2=CC=C1C=C(N=NC1=C2)C(=O)O